C(CCC(=O)[O-])(=O)OCCOCCOC mono[2-(2-methoxy-ethoxy)-ethyl] succinate